C12(CC3CC(CC(C1)C3)C2)NCCN N1-(Adamantan-1-yl)ethane-1,2-diamine